ClC1=C(C(=O)C2=CNC3=NC=C(C=C32)C=3C=NC(=CC3)N3CCNCC3)C(=CC=C1NS(N(C)CC)(=O)=O)F 3-[2-chloro-3-[[ethyl(methyl)sulfamoyl]amino]-6-fluoro-benzoyl]-5-(6-piperazin-1-yl-3-pyridyl)-1H-pyrrolo[2,3-b]pyridine